C(C)(C)(C)C1=NOC(=N1)C(=O)NCC1=C(C=C(C=C1)C1=NNC2=NC=C(C=C21)C2=CC=C(C=C2)C2CCNCC2)C 3-(tert-butyl)-N-(2-methyl-4-(5-(4-(piperidin-4-yl)phenyl)-1H-pyrazolo[3,4-b]pyridin-3-yl)benzyl)-1,2,4-oxadiazole-5-carboxamide